6-(1-acetyl-4-piperidinyl)-4-[[(1R)-1-[4-(difluoromethyl)-1H-indol-6-yl]ethyl]amino]-8-methyl-pyrido[2,3-d]pyrimidin-7-one C(C)(=O)N1CCC(CC1)C1=CC2=C(N=CN=C2N[C@H](C)C2=CC(=C3C=CNC3=C2)C(F)F)N(C1=O)C